(6,6-diethoxy-1-hexyn-1-yl)magnesium bromide C(C)OC(CCCC#C[Mg]Br)OCC